azo-silane acrylate C(C=C)(=O)O.N(=N[SiH3])[SiH3]